(2R,3S)-3-acetoxy-1-(tert-butoxycarbonyl)pyrrolidine-2-carboxylic acid C(C)(=O)O[C@@H]1[C@@H](N(CC1)C(=O)OC(C)(C)C)C(=O)O